3-Amino-3-({6-amino-2-[5-fluoro-1-(2-fluorobenzyl)-1H-pyrazolo[3,4-b]pyridin-3-yl]-5-[(E)-phenyldiazenyl]pyrimidin-4-yl}amino)-2-[(E)-phenyldiazenyl]acrylonitrile NC(=C(C#N)\N=N\C1=CC=CC=C1)NC1=NC(=NC(=C1\N=N\C1=CC=CC=C1)N)C1=NN(C2=NC=C(C=C21)F)CC2=C(C=CC=C2)F